benzyl (2S,5S)-5-amino-2-methylpiperidine-1-carboxylate hydrochloride Cl.N[C@H]1CC[C@@H](N(C1)C(=O)OCC1=CC=CC=C1)C